(2R)-N-{(1R)-1-Cyano-2-[4-(3-methyl-2-oxo-2,3-dihydro-1,3-benzoxazol-5-yl)phenyl]ethyl}-1,4-oxazepane-2-carboxamide C(#N)[C@@H](CC1=CC=C(C=C1)C=1C=CC2=C(N(C(O2)=O)C)C1)NC(=O)[C@@H]1OCCCNC1